((S)-3-(PIPERIDIN-1-YL)CYCLOBUTYL)-1,2-DIHYDROSPIRO[INDOLE-3,4'-PIPERIDIN] N1(CCCCC1)C1CC(C1)N1CCC2(CC1)CNC1=CC=CC=C12